C1(CCCCC1)C(C(=O)NC(C)C)N1C(=NC2=C1C=CC=C2)C2=C(C(=CC=C2)OC)OC 2-cyclohexyl-2-[2-(2,3-dimethoxy-phenyl)-benzimidazol-1-yl]-N-isopropyl-acetamide